tert-butyl ((cis)-3-(2-(4-methylpiperidin-1-yl)-2-oxoethyl)cyclobutyl)carbamate CC1CCN(CC1)C(C[C@H]1C[C@H](C1)NC(OC(C)(C)C)=O)=O